P(=O)(O)(O)OC[C@@H]1[C@H]([C@H]([C@@H](O1)N1C(=O)N=C(N)C(=C1)C)O)O 5-methylcytidine-5'-monophosphate